12-((2-(2,6-dioxopiperidin-3-yl)-1-oxoisoindol-4-yl)amino)-12-oxododecanoic acid O=C1NC(CCC1N1C(C2=CC=CC(=C2C1)NC(CCCCCCCCCCC(=O)O)=O)=O)=O